(pent-3-yn-1-yl)carbamic acid tert-butyl ester C(C)(C)(C)OC(NCCC#CC)=O